N[C@H](C1=NC2=C(N1)C=CC(=C2F)C(C(=O)N2CC(C2)(F)F)CC(F)F)C2CCC(CC2)(F)F 2-{2-[(S)-amino(4,4-difluorocyclohexyl)methyl]-4-fluoro-1H-benzimidazol-5-yl}-1-(3,3-difluoroazetidin-1-yl)-4,4-difluorobutan-1-one